SCCC(=O)O.SCCC(=O)O.SCCC(=O)O.C(O)C(C)(CO)CO trimethylolethane tri(3-mercaptopropionate)